3-bromo-5-(5-((4-chloro-1-(tetrahydro-2H-pyran-2-yl)-1H-indazol-5-yl)amino)-1,3,4-oxadiazol-2-yl)-1-methylpyridin-2(1H)-one BrC=1C(N(C=C(C1)C=1OC(=NN1)NC=1C(=C2C=NN(C2=CC1)C1OCCCC1)Cl)C)=O